tri(dodecyl)methyl-ammonium nitrate [N+](=O)([O-])[O-].C(CCCCCCCCCCC)[N+](C)(CCCCCCCCCCCC)CCCCCCCCCCCC